(S)-(3-chloro-2,6-difluorophenyl)(cyclopentyl)methanamine ClC=1C(=C(C(=CC1)F)[C@@H](N)C1CCCC1)F